C(C1=CC=CC=C1)NC1=C2N=CN(C2=NC(=N1)C=1C=NC=C(C1)C)[C@H]1[C@@H]([C@@H]([C@H](O1)C(=O)NC([2H])([2H])[2H])O)O (2S,3S,4R,5R)-5-(6-(benzylamino)-2-(5-methylpyridin-3-yl)-9H-purin-9-yl)-3,4-dihydroxyl-N-(methyl-d3)-tetrahydrofuran-2-formamide